C1(=CC(=CC=C1)C1=NC(=NC=C1Cl)NC1CCN(CC1)C(CCCCCCCCCN)=O)C1=CC=CC=C1 1-(4-((4-([1,1'-biphenyl]-3-yl)-5-chloropyrimidin-2-yl)amino)piperidin-1-yl)-10-aminodecan-1-one